C(C)(C)(C)OC1=CC=C(C=C1)[Li] p-t-butoxyphenyl-lithium